NC1CCN(CC1)C1=NC=C(C=2CN(CCC12)CC1=CC=CC=C1)C#N 1-(4-aminopiperidin-1-yl)-6-benzyl-5,6,7,8-tetrahydro-2,6-naphthyridine-4-carbonitrile